3-Methyl-1,4-dioxo-1,4-dihydronaphthalen CC1=CC(C2=CC=CC=C2C1=O)=O